N-((S)-2-((4-(3,5-Dimethylisoxazol-4-yl)phenyl)amino)-1-((1r,4S)-4-methylcyclohexyl)-2-oxoethyl)-1-methyl-1H-pyrazole-5-carboxamide CC1=NOC(=C1C1=CC=C(C=C1)NC([C@H](C1CCC(CC1)C)NC(=O)C1=CC=NN1C)=O)C